(1S,3r,5R,6r)-N-(8-(2,4-dimethoxybenzylamino)-6-(4-methylpyridin-3-yl)-2,7-naphthyridin-3-yl)-3-(3-methoxyazetidin-1-yl)bicyclo[3.1.0]Hexane-6-carboxamide COC1=C(CNC=2N=C(C=C3C=C(N=CC23)NC(=O)C2[C@@H]3CC(C[C@H]23)N2CC(C2)OC)C=2C=NC=CC2C)C=CC(=C1)OC